9-(5-(3-(9H-carbazol-9-yl)phenyl)pyridin-3-yl)-9H-carbazole C1=CC=CC=2C3=CC=CC=C3N(C12)C=1C=C(C=CC1)C=1C=C(C=NC1)N1C2=CC=CC=C2C=2C=CC=CC12